(1R,3S)-3-(3-{[(4-meth-oxyphenyl)acetyl]amino}-1H-pyrazol-5-yl)cyclopentyl (trans-4-hydroxy-4-methylcyclohexyl)carbamate OC1(CCC(CC1)NC(O[C@H]1C[C@H](CC1)C1=CC(=NN1)NC(CC1=CC=C(C=C1)OC)=O)=O)C